O[B-]1(CCC=2C=CC(=CC2O1)OC1CN(C1)C(=O)C1=NC=CC=C1)O 4,4-dihydroxy-8-{[1-(pyridine-2-carbonyl)azetidin-3-yl]oxy}-5-oxa-4-boranuidabicyclo[4.4.0]deca-1(6),7,9-triene